(7S)-3-carbamoyl-2-(4-phenoxyphenyl)-4,5,6,7-tetrahydropyrazolo[1,5-a]pyrimidin C(N)(=O)C=1C(=NN2C1NCCC2)C2=CC=C(C=C2)OC2=CC=CC=C2